C(C)N1CCC(CC1)N1C(NC2=C1C=C(C(=C2)C=2C=C(C=1N(C2)N=CN1)OC)C)=O 1-(1-ethylpiperidin-4-yl)-5-(8-methoxy-[1,2,4]triazolo[1,5-a]pyridin-6-yl)-6-methyl-1,3-dihydro-2H-benzo[d]imidazol-2-one